methyl 1-cyclopropylpyrrolo[2,3-b]pyridine-5-carboxylate C1(CC1)N1C=CC=2C1=NC=C(C2)C(=O)OC